(3R,4S)-4-((4-chloro-3-fluorophenyl)sulfonyl)-1-((2-chloro-4-(trifluoromethyl)phenyl)sulfonyl)-3-(hydroxymethyl)pyrrolidin-3-ol ClC1=C(C=C(C=C1)S(=O)(=O)[C@@H]1[C@](CN(C1)S(=O)(=O)C1=C(C=C(C=C1)C(F)(F)F)Cl)(O)CO)F